1-[3-[4-[3-[3-amino-6-(2-hydroxyphenyl)pyridazin-4-yl]-3,8-diazabicyclo[3.2.1]oct-8-yl]-2-pyridinyl]prop-2-ynyl]azetidine-2-carboxylic acid methyl ester COC(=O)C1N(CC1)CC#CC1=NC=CC(=C1)N1C2CN(CC1CC2)C2=C(N=NC(=C2)C2=C(C=CC=C2)O)N